(2,3-dihydro-1H-inden-4-yl)-6-methoxy-1-(4-methoxybenzyl)-3-(1H-pyrazol-4-yl)-1H-pyrazolo[4,3-b]pyridine C1CCC2=C(C=CC=C12)C1=C(C=C2C(=N1)C(=NN2CC2=CC=C(C=C2)OC)C=2C=NNC2)OC